C(C)N(C1=CC=C(S1)[C+]1C(=C(C(C1=O)=O)C=1SC(=CC1)N(CCOCC#C)CC)[O-])CCOCC#C 1,3-bis(5-(ethyl(2-(prop-2-yn-1-yloxy)ethyl)amino)thiophen-2-yl)-4,5-dioxocyclopent-2-en-1-ylium-2-olate